(S)-N-(3-(1-((2-amino-5-(1-methyl-1H-pyrazol-4-yl)pyridin-3-yl)oxy)ethyl)phenyl)-4-methyl-3-(methylthio)benzamide NC1=NC=C(C=C1O[C@@H](C)C=1C=C(C=CC1)NC(C1=CC(=C(C=C1)C)SC)=O)C=1C=NN(C1)C